5-(3-cyanophenyl)-1-(2-((2S)-5-fluoro-2-((6-methylpyridin-2-yl)carbamoyl)azepan-1-yl)-2-oxoethyl)-1H-indole-3-carboxamide C(#N)C=1C=C(C=CC1)C=1C=C2C(=CN(C2=CC1)CC(=O)N1[C@@H](CCC(CC1)F)C(NC1=NC(=CC=C1)C)=O)C(=O)N